fluorocyclobutane-1-carboxylic acid C1CC(C1)(C(=O)O)F